4-hydroxy-2-methyl-5-(5-methylthiophen-2-yl)pyridine-3-carboxamide OC1=C(C(=NC=C1C=1SC(=CC1)C)C)C(=O)N